C1(=CC=C(C=C1)S(=O)(=O)\C=C/C#N)C (Z)-3-(p-tolyl)sulfonylprop-2-enenitrile